1-(2-(benzyloxy)ethyl)-1H-pyrazole-3-sulfonyl chloride C(C1=CC=CC=C1)OCCN1N=C(C=C1)S(=O)(=O)Cl